2-(2,6-dioxopiperidin-3-yl)-4-((4-(((hexahydro-2,5-methanopentalen-3a(1H)-yl)amino)methyl)benzyl)amino)isoindoline-1,3-dione O=C1NC(CCC1N1C(C2=CC=CC(=C2C1=O)NCC1=CC=C(C=C1)CNC12CC3CC2CC(C1)C3)=O)=O